tert-Butyl 4-(6-chloro-1-(4,6-diethylpyrimidin-5-yl)-7-(2-fluorophenyl)-2-oxo-1,2-dihydropyrido[2,3-d]pyrimidin-4-yl)-3-methylpiperazine-1-carboxylate ClC1=CC2=C(N(C(N=C2N2C(CN(CC2)C(=O)OC(C)(C)C)C)=O)C=2C(=NC=NC2CC)CC)N=C1C1=C(C=CC=C1)F